NC=1C=2N(C=CN1)C(=NC2C2=CC=C(C=C2)[C@@](C)(O)C2=CC(=CC=C2)C(F)F)[C@H]2CN1C(CC([C@@H]1CC2)(C)C)=O (6R,8aS)-6-[8-Amino-1-(4-{(1R)-1-[3-(difluoromethyl)phenyl]-1-hydroxyethyl}phenyl)imidazo[1,5-a]pyrazin-3-yl]-1,1-dimethylhexahydroindolizin-3(2H)-on